C(CC(O)(C(=O)O)CC(=O)O)(=O)O.C(CCCCCCCCCCCO)O 1,12-dodecanediol citrate